CC=1C(=NC(=NC1)SC)N1CCC(CC1)OC=1C=NC=CC1 5-methyl-2-(methylthio)-4-(4-(pyridin-3-yloxy)piperidin-1-yl)pyrimidine